C(O)(O)=O.C(C1=CC=CC=C1)OC=1C(C(=O)O)=CC=CC1.C(C1=CC=CC=C1)OC=1C(C(=O)O)=CC=CC1 di(benzyl salicylate) carbonate